FC(C=1C=C(C=C)C=CC1)(F)F 3-(trifluoromethyl)styrene